C(C)(C)(C)OC(=O)N[C@H](C(=O)OC(C)(C)C)CNC(C)C1=CC2=C(OCO2)C=C1[N+](=O)[O-] tert-Butyl (2S)-2-[(tert-butoxycarbonyl)amino]-3-{[1-(6-nitrobenzo[d][1,3]dioxol-5-yl) ethyl]amino}propanoate